CN1CC(CC1)NC(=O)C1CCNCC1 N-(1-methylpyrrolidin-3-yl)piperidine-4-carboxamide